(S)-(6-amino-5-(3-hydroxy-2,6-dimethylphenyl)-5H-pyrrolo[2,3-b]pyrazin-7-yl)(5-(4-methylpiperazin-1-yl)-1H-indol-2-yl)methanone NC1=C(C=2C(=NC=CN2)N1C1=C(C(=CC=C1C)O)C)C(=O)C=1NC2=CC=C(C=C2C1)N1CCN(CC1)C